O[C@H]1C[C@@H]([C@@H]2[C@H]1OC(O2)(C)C)CN(CCCN(C([O-])=O)CCC2=CC=C(C=C2)F)C N-[3-({[(3aR,4R,6S,6aS)-6-hydroxy-2,2-dimethyl-tetrahydro-3aH-cyclopenta[d][1,3]dioxol-4-yl]methyl}(methyl)amino)propyl]-N-[2-(4-fluorophenyl)ethyl]carbamate